3-ACETYLBENZOIC ACID C(C)(=O)C=1C=C(C(=O)O)C=CC1